O[C@]1(CN(CCC1)C(=O)OC(C)(C)C)[C@@H]1N2C(C3=CC=CC=C13)=CN=C2 tert-Butyl (R)-3-hydroxy-3-((R)-5H-imidazo[5,1-a]isoindol-5-yl)piperidine-1-carboxylate